C(C1=CC=CC=C1)OC(=O)N1[C@H](CN(CC1)C=1C2=C(N=C(N1)C(=O)OC)CN(CC2)C(=O)OC(C)(C)C)CC#N 7-(tert-butyl) 2-methyl (S)-4-(4-((benzyloxy)carbonyl)-3-(cyanomethyl)piperazin-1-yl)-5,8-dihydropyrido[3,4-d]pyrimidin-2,7(6H)-dicarboxylate